COC=1C=CC(=NC1)CC(=O)NC1=NNC(=C1)[C@H]1C[C@H](CC1)N(C([O-])=O)[C@@H]1CC[C@@H](CC1)O (1S,3R)-3-(3-{[(5-methoxypyridin-2-yl)acetyl]amino}-1H-pyrazol-5-yl)cyclopentyl(cis-4-hydroxycyclohexyl)carbamate